ClC1=NNC(C=C1C)=NN 3-Chloro-6-hydrazinylidene-4-methyl-1,6-dihydropyridazine